FC(F)(F)C1OC2=CC=CC=C2C=C1 (trifluoromethyl)chromen